BrC=1C=C(C(=NC1)I)C=CC1=CC=CC=C1 5-Bromo-2-iodo-3-styrylpyridine